Cl.ClC1=NC(=NC(=C1)N1C[C@](CCC1)(C)O)OCC1(CNCC1)C#N 3-[({4-Chloro-6-[(3R)-3-hydroxy-3-methylpiperidin-1-yl]pyrimidin-2-yl}oxy)methyl]pyrrolidine-3-carbonitrile hydrochloride